C(=O)OC1=C(C=CC(=C1)C(F)(F)F)C1=NN=C(C2=CC=CC=C12)NC1CNCC1 2-{4-[(pyrrolidin-3-yl)amino]phthalazin-1-yl}-5-(trifluoromethyl)phenol formate